FC1=C(C(=O)OC2=N[Se]C3=C2C=CC=C3)C=C(C=C1)F benzo[d][1,2]selenazol-3-yl 2,5-difluorobenzoate